CC=1C=NC=CC1CN1CC(CC1)CNC(=O)C1CCNCC1 N-((1-({3-Methylpyridin-4-yl}methyl)pyrrolidin-3-yl)methyl)piperidin-4-carboxamid